SC[C@H](C[C@H]1C(NCC1)=O)NC([C@H](CC(C)C)NC([C@H](CC1=CC=CC2=CC=CC=C12)NC(OCC1=CC=CC=C1)=O)=O)=O Benzyl ((S)-1-(((S)-1-(((S)-1-mercapto-3-((S)-2-oxopyrrolidin-3-yl)propan-2-yl)amino)-4-methyl-1-oxopentan-2-yl)amino)-3-(naphthalen-1-yl)-1-oxopropan-2-yl)carbamate